(6-((2-((5-ethyl-2-methoxy-4-(4-(4-methylpiperazin-1-yl)piperidin-1-yl)phenyl)amino)-7H-pyrrolo[2,3-d]pyrimidin-4-yl)amino)quinoxalin-5-yl)dimethylphosphine oxide C(C)C=1C(=CC(=C(C1)NC=1N=C(C2=C(N1)NC=C2)NC=2C(=C1N=CC=NC1=CC2)P(C)(C)=O)OC)N2CCC(CC2)N2CCN(CC2)C